C(C)OC1=CC=C(C=N1)C1=CN=CC(=N1)C(=O)NOCC1=C(C=CC=C1)F 6-(6-ethoxypyridin-3-yl)-N-((2-fluorobenzyl)oxy)pyrazine-2-carboxamide